O1COCC2=C1C=CC(=C2)C(OC2N(CC21CCC1)C(=O)O)C1=CC2=C(OCOC2)C=C1.O1COCC2=C1C=CC(=C2)C(OC2CC1(CNC1)C2)C2=CC1=C(OCOC1)C=C2 6-(bis(4H-benzo[d][1,3]dioxin-6-yl)methoxy)-2-azaspiro[3.3]heptane (bis(4H-benzo[d][1,3]dioxin-6-yl)methoxy)-2-azaspiro[3.3]heptane-2-carboxylate